BrC1=CC(=C(C=2C=CC(C12)(F)F)C(=O)OC)F methyl 7-bromo-1,1,5-trifluoro-1H-indene-4-carboxylate